OC=1C(=NC=CC1OC)C(=O)N[C@H](C(=O)OC(C(C)N1C=C(C2=CC=CC=C12)C#N)C)C [2-(3-cyanoindol-1-yl)-1-methyl-propyl] (2S)-2-[(3-hydroxy-4-methoxy-pyridine-2-carbonyl) amino]propanoate